[Cu].[Au].O water gold copper